vinylbenzyl-imidazolium sulfate S(=O)(=O)([O-])[O-].C(=C)[N+]1=C(NC=C1)CC1=CC=CC=C1.C(=C)[N+]1=C(NC=C1)CC1=CC=CC=C1